6-(2,4-dichlorophenyl)-5-[4-[4-(dimethoxymethyl)-1-piperidyl]phenyl]-8,9-dihydro-7H-benzo[7]annulene-2-carboxylic acid ClC1=C(C=CC(=C1)Cl)C1=C(C2=C(CCC1)C=C(C=C2)C(=O)O)C2=CC=C(C=C2)N2CCC(CC2)C(OC)OC